OC1(CC(C1)C(=O)N1CC2(C1)C[C@@H](CC2)C=2C=1N(C=CC2)C=CN1)C |r| (rac)-((1s,3s)-3-Hydroxy-3-methylcyclobutyl)(6-(imidazo[1,2-a]pyridin-8-yl)-2-azaspiro[3.4]octan-2-yl)methanon